C(C)C1=CC2=C(C(C=3NC4=CC(=CC=C4C3C2=O)C#N)(C)C)C=C1C1=CC=NC=C1 9-ethyl-6,6-dimethyl-11-oxo-8-(pyridin-4-yl)-6,11-dihydro-5H-benzo[b]carbazole-3-carbonitrile